(4-imidazol-1-ylphenyl)methanone N1(C=NC=C1)C1=CC=C(C=C1)C=O